N-[4-(1-acetyl-4-piperidinyl)phenyl]-N-[[4-[5-(difluoromethyl)-1,3,4-oxadiazol-2-yl]-2-fluoro-phenyl]methyl]thiomorpholine-4-carboxamide C(C)(=O)N1CCC(CC1)C1=CC=C(C=C1)N(C(=O)N1CCSCC1)CC1=C(C=C(C=C1)C=1OC(=NN1)C(F)F)F